ClC=1C(=C(CNC(CN(C(CN2N=C(C3=CC=CC=C23)C(=O)N)=O)C2CCCC2)=O)C=CC1)F 1-(2-((2-((3-chloro-2-fluorobenzyl)amino)-2-oxoethyl)(cyclopentyl)amino)-2-oxoethyl)-1H-indazole-3-carboxamide